N,N-Dimethyl-(-)-menthyl-succinamide CN(C(C(CC(=O)N)C1CC(CCC1C(C)C)C)=O)C